6-(2-amino-1-(4-fluorophenyl)-1H-imidazol-4-yl)hexanoic acid methyl ester COC(CCCCCC=1N=C(N(C1)C1=CC=C(C=C1)F)N)=O